(2R)-1-amino-1-oxopropan NC(CC)=O